(R)-N-(2-(2-Fluorophenyl)pyridin-4-yl)-7-((1-methylpyrrolidin-3-yl)oxy)-6-nitroquinazoline FC1=C(C=CC=C1)C1=NC=CC(=C1)N1CN=CC2=CC(=C(C=C12)O[C@H]1CN(CC1)C)[N+](=O)[O-]